6-chloro-5-[3-fluoro-4-[1-(hydroxymethyl)cyclopropyl]phenyl]-3-[hydroxy-(3-methoxyisoxazol-5-yl)methylene]indolin-2-one ClC1=C(C=C2C(C(NC2=C1)=O)=C(C1=CC(=NO1)OC)O)C1=CC(=C(C=C1)C1(CC1)CO)F